ClC=1C=C(C=CC1Cl)NC(N(C)[C@@H]1COCC=2NC(C=3C=C(C(=CC3C21)F)F)=O)=O (S)-3-(3,4-dichlorophenyl)-1-(8,9-difluoro-6-oxo-1,4,5,6-tetrahydro-2H-pyrano[3,4-c]isoquinolin-1-yl)-1-methylurea